(S)-2-amino-N-(5-((R)-1-(5,5-difluoro-2-oxotetrahydropyrimidin-1(2H)-yl)-2-((R)-2-methylmorpholino)ethyl)thiazol-2-yl)-2-((1r,4S)-4-methylcyclohexyl)acetamide N[C@H](C(=O)NC=1SC(=CN1)[C@@H](CN1C[C@H](OCC1)C)N1C(NCC(C1)(F)F)=O)C1CCC(CC1)C